(2R,2'R,3R,3'R,4S,4'S,5R,5'R,6S,6'S)-6,6'-selenobis(4-(4-(3-fluorophenyl)-1H-1,2,3-triazol-1-yl)-2-(hydroxymethyl)tetrahydro-2H-pyran-3,5-diol) [Se]([C@H]1[C@@H]([C@H]([C@H]([C@H](O1)CO)O)N1N=NC(=C1)C1=CC(=CC=C1)F)O)[C@H]1[C@@H]([C@H]([C@H]([C@H](O1)CO)O)N1N=NC(=C1)C1=CC(=CC=C1)F)O